ClC=1C=NC=C(C1SC1=NN=C(S1)C(=O)NC=1C=CC2=C(S(C=C2)(=O)=O)C1)Cl 5-((3,5-dichloropyridin-4-yl)thio)-N-(1,1-dioxidobenzo[b]thiophen-6-yl)-1,3,4-thiadiazole-2-carboxamide